N-(5-((2-(cyclobutyl(2-methoxyethyl)amino)ethyl)carbamoyl)-2-methylpyridin-3-yl)-2-(1-methyl-1H-pyrazol-4-yl)pyrazolo[5,1-b]thiazole-7-carboxamide C1(CCC1)N(CCNC(=O)C=1C=C(C(=NC1)C)NC(=O)C=1C=NN2C1SC(=C2)C=2C=NN(C2)C)CCOC